ClC=1C(=CC(=C(C1)S(=O)(=O)N(C=1SC=CN1)CC1=CC=C(C=C1)OC)F)C1CC(CC1)CN(C)C 5-chloro-4-(3-((dimethylamino)methyl)cyclopentyl)-2-fluoro-N-(4-methoxybenzyl)-N-(thiazol-2-yl)benzenesulfonamide